NC=1C(=NC(=CN1)C1=CC(=C2CCN(CC2=C1)C)C)N1N=CC(=C1)C(=O)N(C1COCC1)C 1-(3-amino-6-(2,5-dimethyl-1,2,3,4-tetrahydroisoquinolin-7-yl)pyrazin-2-yl)-N-methyl-N-(tetrahydrofuran-3-yl)-1H-pyrazole-4-carboxamide